CN1C(=NN=C1)C=1N(C=CN1)C=1C=C(C=CC1)N1C(C2=CC=CC(=C2C1)C(F)(F)F)=O 2-[3-[2-(4-Methyl-1,2,4-triazol-3-yl)imidazol-1-yl]phenyl]-4-(trifluoromethyl)-3H-isoindol-1-one